BrC1=CN=C(C=2N1N=CC2)Cl 7-bromo-4-chloro-pyrazolo[1,5-a]pyrazine